5,6-dichloro-1-(hydroxymethyl)-2,3-dihydro-1H-pyrrolo[1,2-a]indol-8-ol ClC1=C(C=C(C=2C=C3N(C12)CCC3CO)O)Cl